1-(1,1,2,3,3,6-hexamethyl-2,3-dihydro-1H-inden-5-yl)ethan-1-one CC1(C(C(C2=CC(=C(C=C12)C)C(C)=O)(C)C)C)C